(3R,5S)-Benzyl 3-(benzyloxy)-4,4-difluoro-5-methylpiperidine-1-carboxylate C(C1=CC=CC=C1)O[C@@H]1CN(C[C@@H](C1(F)F)C)C(=O)OCC1=CC=CC=C1